2-((R*)-(4-(Trifluoromethyl)phenyl)-2-azaspiro[3.4]octane-2-carbonyl)-7-oxa-5-azaspiro[3.4]octan-6-one FC(C1=CC=C(C=C1)[C@H]1N(CC12CCCC2)C(=O)C2CC1(C2)NC(OC1)=O)(F)F |o1:8|